C(C)OC(COC=1C=C(C=CC1)C(CCCC(CS(=O)(=O)CC(=O)OCC)(C)C)(C)C1=NN(C(=N1)C1=C(C=CC(=C1)OC=1C(=C2C=CNC2=CC1F)C=O)F)C([2H])([2H])[2H])=O Ethyl 2-((6-(3-(2-ethoxy-2-oxoethoxy)phenyl)-6-(5-(2-fluoro-5-((6-fluoro-4-formyl-1H-indol-5-yl)oxy)phenyl)-1-(methyl-d3)-1H-1,2,4-triazol-3-yl)-2,2-dimethylheptyl)sulfonyl)acetate